2-[1-[2-[4-[4-[(2,6-Dioxo-3-piperidyl)amino]phenyl]-1-piperidyl]-2-oxo-ethyl]-4-piperidyl]-7-isopropoxy-N-(2-pyridyl)imidazo[1,2-a]pyridine-6-carboxamide O=C1NC(CCC1NC1=CC=C(C=C1)C1CCN(CC1)C(CN1CCC(CC1)C=1N=C2N(C=C(C(=C2)OC(C)C)C(=O)NC2=NC=CC=C2)C1)=O)=O